4-methylthiazole-2-carboxylic acid ethyl ester C(C)OC(=O)C=1SC=C(N1)C